C1(CC1)/C=C/CCN1C=C(C=2C1=NC=C(C2)C2=C(N=NN2C)C)C2=C(C=C(C(=O)O)C=C2)OC(F)(F)F (E)-4-(1-(4-cyclopropylbut-3-en-1-yl)-5-(1,4-dimethyl-1H-1,2,3-triazol-5-yl)-1H-pyrrolo[2,3-b]pyridin-3-yl)-3-(trifluoromethoxy)benzoic acid